FCC(CN(CCC(C(=O)O)NC(CC=1C=NC=C(C1)F)=O)CCCCC1=NC=2NCCCC2C=C1)OC 4-[[3-fluoro-2-methoxy-propyl]-[4-(5,6,7,8-tetrahydro-1,8-naphthyridin-2-yl)butyl]amino]-2-[[2-(5-fluoro-3-pyridyl)acetyl]amino]butanoic acid